Ethyl (Z)-5-(4-(2-(4-(2-(2-((tert-butoxycarbonyl)amino)ethoxy)ethyl)piperazin-1-yl)ethoxy)-3-hydroxybenzylidene)-4-oxo-2-(phenylamino)-4,5-dihydrothiophene-3-carboxylate C(C)(C)(C)OC(=O)NCCOCCN1CCN(CC1)CCOC1=C(C=C(\C=C/2\C(C(=C(S2)NC2=CC=CC=C2)C(=O)OCC)=O)C=C1)O